C(C)C=1C(=NC=CC1)N1CCNCC1 1-(3-Ethylpyridin-2-yl)piperazine